8-(4-amino-5-(4-phenoxyphenyl)-7H-pyrrolo[2,3-d]pyrimidin-7-yl)-1,3-diazaspiro[4.5]decane-2,4-dione NC=1C2=C(N=CN1)N(C=C2C2=CC=C(C=C2)OC2=CC=CC=C2)C2CCC1(C(NC(N1)=O)=O)CC2